calcium ethyl (2,2,2-trifluoroethyl) phosphate P(=O)(OCC)(OCC(F)(F)F)[O-].[Ca+2].C(C)OP(=O)(OCC(F)(F)F)[O-]